CS(=O)(=O)CCC(=O)N1C(C2=CC(=CC=C2CC1)OC1=CC=C(C=C1)C(F)(F)F)C1CCC(CC1)C(F)(F)F 3-(methylsulfonyl)-1-(1-(4-(trifluoromethyl)-cyclohexyl)-7-(4-(trifluoromethyl)phenoxy)-3,4-dihydroisoquinolin-2(1H)-yl)propan-1-one